C(N)(=O)C=1C=CC(=C2C(=C(NC12)C)C)C1=C2CCN(CC2=CC=C1)C(=O)OC(C)(C)C tert-butyl 5-((2R,3R)-7-carbamoyl-2,3-dimethylindol-4-yl)-3,4-dihydroisoquinoline-2(1H)-carboxylate